4-(3-chloro-4-fluorophenylamino)-7-methoxy-6-(3-(4-morpholinyl)propoxy)quinazoline ClC=1C=C(C=CC1F)NC1=NC=NC2=CC(=C(C=C12)OCCCN1CCOCC1)OC